C[C@](N(C)C)(CCC(=O)N[C@@H](CS)C(=O)O)C(=O)O trimethylgamma-glutamylcysteine